ClC1=CC=C(C=C1)C1N(NCCC1C1=CC=CC=C1)S(=O)(=O)C1=CC=C(C=C1)C(F)(F)F 3-(4-chlorophenyl)-4-phenyl-N'-((4-(trifluoromethyl)phenyl)sulfonyl)-1,4,5,6-tetrahydropyridazine